5-(2-amino-[1,2,4]triazolo[1,5-a]pyridin-7-yl)-N-(3-fluoro-2-(morpholinomethyl)benzyl)-2-methoxy-6-methylnicotinamide NC1=NN2C(C=C(C=C2)C=2C(=NC(=C(C(=O)NCC3=C(C(=CC=C3)F)CN3CCOCC3)C2)OC)C)=N1